Methyl 6-bromo-3-(1-(3,4-dichlorophenyl) pyrrolidin-3-yl)-2-fluorobenzoate BrC1=CC=C(C(=C1C(=O)OC)F)C1CN(CC1)C1=CC(=C(C=C1)Cl)Cl